ClC=1C=C(C=C2C=CC=NC12)C=1N=C(C=NC1C1=NN(C=C1)C)OCC1CC1 5-(8-chloroquinolin-6-yl)-3-(cyclopropylmethoxy)-6-(1-methyl-1H-pyrazol-3-yl)pyrazin